C1[C@@H](C)O1 (R)-(-)-propylene oxide